(1s,3ar,6as)-2-(4-methoxy-1H-indole-2-carbonyl)octahydrocyclopenta[c]pyrrole-1-carboxylic acid COC1=C2C=C(NC2=CC=C1)C(=O)N1[C@@H]([C@@H]2[C@H](C1)CCC2)C(=O)O